[Cl-].ClC=1C=C(C=CC1)N1C=[N+]2C(C=3NC4=CC=CC=C4C3C=C2)=C1C1=CC=C(C=C1)Cl 2-(3-Chlorophenyl)-1-(4-chlorophenyl)-2,11-dihydroimidazo[1',5':1,2]pyrido[3,4-b]indol-4-ium chloride